C(C)N1[C@H](CC1)COC1=C(N(N=C1)C)C1=CC=2N(C=C1)N=C(C2)NC(=O)[C@@H]2[C@H](C2)C (1S,2S)-N-[5-[4-[[(2R)-1-ethylazetidin-2-yl]methoxy]-2-methyl-pyrazol-3-yl]pyrazolo[1,5-a]pyridin-2-yl]-2-methyl-cyclopropanecarboxamide